FC(C=1N=CC(=NC1)C[C@@H]1CC2(CN(C2)C(=O)N2C[C@@H]3[C@@H](OCC(N3)=O)CC2)CC1)(F)F (4aR,8aS)-6-[(6S)-6-[[5-(trifluoromethyl)pyrazin-2-yl]methyl]-2-azaspiro[3.4]octane-2-carbonyl]-4,4a,5,7,8,8a-hexahydropyrido[4,3-b][1,4]oxazin-3-one